COC(=O)C1=C(NC(=C1)C(C)C)C=1C(=NN(C1)C)OC(F)F 5-isopropyl-2-(3-(difluoromethoxy)-1-methyl-1H-pyrazol-4-yl)-1H-pyrrole-3-carboxylic acid methyl ester